tetramethylenedi-melamine N1=C(NCCCCNC2=NC(=NC(=N2)N)N)N=C(N)N=C1N